NC1=NC=CC(=N1)C1=C(C=2C(NCC(C2N1)CCOC)=O)NC1=C(C(=CC=C1)Cl)OC 2-(2-aminopyrimidin-4-yl)-3-[(3-chloro-2-methoxyphenyl)amino]-7-(2-methoxyethyl)-1h,5h,6h,7h-pyrrolo[3,2-c]pyridin-4-one